1-(((3S)-1-((3-cyano-1-azetidinyl)sulfonyl)-3-piperidinyl)carbonyl)-N-(4-methoxy-2-methylbenzyl)-D-prolinamide C(#N)C1CN(C1)S(=O)(=O)N1C[C@H](CCC1)C(=O)N1[C@H](CCC1)C(=O)NCC1=C(C=C(C=C1)OC)C